(2RS)-2-[6-[2-(6-amino-3-pyridinyl)ethynyl]-1-oxo-isoindolin-2-yl]-2-(2-methoxyphenyl)-N-thiazol-2-yl-acetamide NC1=CC=C(C=N1)C#CC1=CC=C2CN(C(C2=C1)=O)[C@@H](C(=O)NC=1SC=CN1)C1=C(C=CC=C1)OC |r|